tert-butyl-(6aR,8S)-8-((tert-butyl-dimethyl-silyl)oxy)-2-chloro-5,6,6a,7,8,9-hexahydropyrrolo[1',2':4,5]pyrazino[2,3-c]pyridazine C(C)(C)(C)C1=C2C(=NN=C1Cl)NC[C@@H]1N2C[C@H](C1)O[Si](C)(C)C(C)(C)C